O1COCC2=C1C=CC=C2C(CC(=O)NN)C2=CC=C(C=C2)I 3-(benzo[d][1,3]dioxan-5-yl)-N'-(4-iodophenyl)propionyl-hydrazine